(1R,2s,5R)-N-(4-methoxyphenyl)-5-methyl-2-(1-methylethyl)cyclohexane-carboxamide COC1=CC=C(C=C1)NC(=O)[C@H]1[C@@H](CC[C@H](C1)C)C(C)C